C(C)S(=O)(=O)OC=1C=NC(=NC1)C=1C=NN(C1C(=O)O)C 4-(5-((ethanesulfonyl)oxy)pyrimidin-2-yl)-1-methyl-1H-pyrazole-5-carboxylic acid